N1CCC(CC1)C1=CC=2C(=NC=CN2)N(C1=O)CC=1C=NC=CC1C(F)(F)F 7-(piperidin-4-yl)-5-((4-(trifluoromethyl)pyridin-3-yl)methyl)pyrido[2,3-b]pyrazin-6(5H)-one